1,1,1,3,3,3-Hexafluoropropan-2-yl 4-(4-chloro-2-(1-(methylsulfonyl)-1,8-diazaspiro[4.5]decan-8-yl)benzyl)piperazine-1-carboxylate ClC1=CC(=C(CN2CCN(CC2)C(=O)OC(C(F)(F)F)C(F)(F)F)C=C1)N1CCC2(CCCN2S(=O)(=O)C)CC1